BrC=1C(=CC(=C(N)C1)OC)F 5-bromo-4-fluoro-2-methoxyaniline